2,2-difluoro-N-((1'-methyl-3H-spiro[benzofuran-2,4'-piperidin]-5-yl)methyl)ethan-1-amine FC(CNCC=1C=CC2=C(CC3(CCN(CC3)C)O2)C1)F